tert-butyl 4-[4-[2-(2,6-dioxo-3-piperidyl)-1,3-dioxo-isoindolin-5-yl]oxypiperidine-1-carbonyl]piperidine-1-carboxylate O=C1NC(CCC1N1C(C2=CC=C(C=C2C1=O)OC1CCN(CC1)C(=O)C1CCN(CC1)C(=O)OC(C)(C)C)=O)=O